FC1=C(C=CC(=C1)C(NC)=O)C=1N=C2N(C=CC(=C2)C(C(F)(F)F)O)C1C[C@H]1CN(CCO1)C(=O)OC methyl (2S)-2-((2-(2-fluoro-4-(methylcarbamoyl)phenyl)-7-(2,2,2-trifluoro-1-hydroxyethyl)imidazo[1,2-a]pyridin-3-yl)methyl)morpholine-4-carboxylate